ClC1=NC(=C2N=CN(C2=N1)C(C)C)NCC=1C(=NC=CC1)N1CCN(CC1)C 2-chloro-9-isopropyl-N-((2-(4-methylpiperazin-1-yl)pyridin-3-yl)methyl)-9H-purin-6-amine